CC=1C(=C(C(=O)O)C=CC1)C1NCCN(C1)C=1N=NC=CC1 methyl-(4-(pyridazin-3-yl)piperazin-2-yl)benzoic acid